C1(CCC1)NC(=O)C1=NC=C(C=C1)N1[C@@H]2CC[C@@H]2N(CC1)CC=1C=NC=2C=C(C(NC2C1)=O)CC cis-N-cyclobutyl-5-(5-((7-ethyl-6-oxo-5,6-dihydro-1,5-naphthyridin-3-yl)methyl)-2,5-diazabicyclo[4.2.0]oct-2-yl)pyridineamide